[2H]C1=C(C(=C(C(=C1[2H])[2H])I)[2H])[2H] Iodobenzene-d5